1,1-Bis(3-methyl-4-hydroxyphenyl)ethane CC=1C=C(C=CC1O)C(C)C1=CC(=C(C=C1)O)C